(1s,4s)-4-{[2-(trifluoromethyl)imidazo[1,2-a]pyridin-5-yl]aminocyclohexyl}-1H-pyrrolo[2,3-b]pyridine-2-carboxamide FC(C=1N=C2N(C(=CC=C2)NC2(CCCCC2)C2=C3C(=NC=C2)NC(=C3)C(=O)N)C1)(F)F